5-Chloro-3-methyl-2-{7-[2-(morpholin-4-yl)ethyl]-7H-pyrrolo[2,3-c]pyridazin-3-yl}phenol hydrochloride Cl.ClC=1C=C(C(=C(C1)O)C1=CC2=C(N=N1)N(C=C2)CCN2CCOCC2)C